CC(C)CC(C#CC(CC(C)C)(O)C)(O)C TRANS-2,4,7,9-TETRAMETHYLDECYNE-4,7-DIOL